C(C)OC1=NC=CC(=N1)C1=CC=2C=NC(=CC2N1)NC(=O)C1C2CCCC12 N-(2-(2-ethoxypyrimidin-4-yl)-1H-pyrrolo[3,2-c]pyridin-6-yl)bicyclo[3.1.0]hexane-6-carboxamide